3-((hexyl-2,2-d2)oxy)-4-(1-methyl-1,2,5,6-tetrahydropyridin-3-yl)-1,2,5-thiadiazole C(C(CCCC)([2H])[2H])OC1=NSN=C1C=1CN(CCC1)C